NC1=NN(C=2C1=NC(=CC2)C=2C=C(C=CC2)C2=NOC(=C2)[C@]2(C(N(CC2)C)=O)O)C (R)-3-(3-(3-(3-amino-1-methyl-1H-pyrazolo[4,3-b]pyridin-5-yl)phenyl)isoxazol-5-yl)-3-hydroxy-1-methylpyrrolidin-2-one